O.[Cl-].COC1=NC(=NC(=N1)OC)[N+]1(CCOCC1)C 4-(4,6-dimethoxy-1,3,5-triazin-2-yl)-4-methyl-1,4-oxazinan-4-ium chloride hydrate